COC(C(=C)NC(C(=C)NC(=O)C=1N=C(SC1)C=1C=C(C(=O)OC(C)(C)C)C=CC1)=O)=O tert-butyl 3-(4-((3-((3-methoxy-3-oxoprop-1-en-2-yl)amino)-3-oxoprop-1-en-2-yl)carbamoyl)thiazol-2-yl)benzoate